[2-[4-(benzyloxy)-7-bromoindol-3-yl]ethyl]dimethylamine C(C1=CC=CC=C1)OC1=C2C(=CNC2=C(C=C1)Br)CCN(C)C